3-(methylamino)-1-phenylpropane CNCCCC1=CC=CC=C1